4-fluoro-3-methylbenzoyl chloride FC1=C(C=C(C(=O)Cl)C=C1)C